C(C)(=O)N1[C@@H](CN(CC1)C(C#CC1=CC=CC=C1)=O)C1=CC(=NC(=C1)Cl)C1=CC(=NC=N1)C(=O)NC (R)-6-(4-(1-acetyl-4-(3-phenyl-propioloyl)piperazin-2-yl)-6-chloropyridin-2-yl)-N-methylpyrimidine-4-carboxamide